tert-butyl 4-oxo-2-(1-(5-(prop-1-en-2-yl)pyridin-3-yl)cyclopropyl)-3,5,7,8-tetrahydropyrido[4,3-d]pyrimidine-6(4H)-carboxylate O=C1C2=C(N=C(N1)C1(CC1)C=1C=NC=C(C1)C(=C)C)CCN(C2)C(=O)OC(C)(C)C